N1(C=NC=C1)CCCCN1C=NC=C1 1,4-bis(1H-imidazol-1-yl)butane